4-{[2,6-difluoro-4-(2-isopropoxy-pyridin-3-yl)-phenyl]-ethyl-amino}-butyric acid FC1=C(C(=CC(=C1)C=1C(=NC=CC1)OC(C)C)F)N(CCCC(=O)O)CC